C(=CCCCCCCCCCC)C=1C(C2=CC=CC=C2C(C1O)=O)=O 2-(1-dodecenyl)-3-hydroxy-1,4-naphthoquinone